tert-butyl (1-((1-(5-fluoro-4-(trifluoromethyl) pyridin-2-yl)cyclopropyl)amino)-2-methylpropan-2-yl)carbamate FC=1C(=CC(=NC1)C1(CC1)NCC(C)(C)NC(OC(C)(C)C)=O)C(F)(F)F